C(C)(C)(C)OC(=O)N1CCCC1 (R)-1-(tert-butoxycarbonyl)pyrrolidin